5-(oxolan-3-yl)-2-[2-(trimethylsilyl)ethynyl]pyridine O1CC(CC1)C=1C=CC(=NC1)C#C[Si](C)(C)C